N1-(4-(3,3-dimethyl-5-(5-methyl-1H-imidazole-1-yl)-2,3-dihydro-1H-pyrrolo[3,2-b]pyridin-1-yl)pyrimidin-2-yl)-N4-(2-(dimethylamino)ethyl)-2-methoxy-N4-methyl-5-nitrobenzene-1,4-diamine CC1(CN(C=2C1=NC(=CC2)N2C=NC=C2C)C2=NC(=NC=C2)NC2=C(C=C(C(=C2)[N+](=O)[O-])N(C)CCN(C)C)OC)C